{6-fluoro-2-oxo-1H,4H-pyrido[2,3-d]pyrimidin-3-yl}acetic acid FC1=CC2=C(NC(N(C2)CC(=O)O)=O)N=C1